ClC1=C(C(=O)NC2=C3C=NN(C3=CC=C2)C2=CC(=CC=C2)C(F)(F)F)C=C(C=C1)CNC(=O)C1(CC1)C(F)(F)F 2-chloro-5-[({[1-(trifluoromethyl)cyclopropyl]carbonyl}amino)methyl]-N-{1-[3-(trifluoromethyl)phenyl]-1H-indazole-4-yl}benzamide